ClC=1C(=C(C=CC1Cl)NC1=NC=NC2=CC(=C(C=C12)O)OC)F 4-((3,4-dichloro-2-fluorophenyl)amino)-7-methoxyquinazolin-6-ol